FC(C1=CC=2C(=NN(N2)C2=C(C(=CC(=C2)C(C)(C)CC(C)(C)C)C(C)(C)C2=CC=CC=C2)O)C=C1)(F)F 5-trifluoromethyl-2-(2-hydroxy-3-α-cumyl-5-tert-octyl-phenyl)benzotriazole